FC1=CC(=C(C=2NC(=NC21)C(=O)N2[C@H](C1=C(CC2)N=CS1)C(F)F)C)F (S)-(4,6-Difluoro-7-methyl-1H-benzo[d]imidazol-2-yl)(4-(difluoromethyl)-6,7-dihydrothiazolo[5,4-c]pyridin-5(4H)-yl)methanone